tert-butyl (6-((6-((2S,6S)-2,6-dimethylmorpholino)-5-methylpyridin-3-yl)amino)spiro[3.3]heptan-2-yl)carbamate C[C@@H]1O[C@H](CN(C1)C1=C(C=C(C=N1)NC1CC2(CC(C2)NC(OC(C)(C)C)=O)C1)C)C